ClC=1C(=C(C=CC1)NC(=S)C1=C(CCN(C1=O)C(=O)OC(C)(C)C)O)OC tert-butyl 5-[(3-chloro-2-methoxyphenyl)carbamothioyl]-4-hydroxy-6-oxo-3,6-dihydropyridine-1(2H)-carboxylate